3,3,3-trifluoro-N-(2-fluoro-4-(2-(((3S,5S)-5-(fluoromethyl)piperidin-3-yl)amino)-8-isopropylpyrido[3,2-d]pyrimidin-6-yl)phenyl)propane-1-sulfonamide FC(CCS(=O)(=O)NC1=C(C=C(C=C1)C=1C=C(C=2N=C(N=CC2N1)N[C@@H]1CNC[C@H](C1)CF)C(C)C)F)(F)F